FC1=C(/C=N/O)C=CC(=C1)[N+](=O)[O-] (E)-2-Fluoro-4-nitrobenzaldehyde oxime